(Z)-9-Nonacosene CCCCCCCC\C=C/CCCCCCCCCCCCCCCCCCC